CN(CCC[N-]C)C N-(3-(Dimethylamino)propyl)-N-methyl-Amide